O=C(CCCC(=O)N)N1CCC(CC1)=O 5-oxo-5-(4-oxopiperidin-1-yl)pentanamide